COC1=CC=CC=2C=3N(C(=NC12)N)N=C(C3)CC3=CC=NC1=CC=CC=C31 7-methoxy-2-(quinolin-4-ylmethyl)pyrazolo[1,5-c]quinazolin-5-amine